O1C=2C(OCC1COCCCCS(=O)(=O)[O-])=CSC2.[Na+] sodium 4-[(2,3-dihydrothieno[3,4-b]-[1,4]dioxin-2-yl)methoxy]-1-butanesulfonate